methyl 2-(benzylamino)-3-((tert-butoxycarbonyl) amino)-3-methylbutyrate C(C1=CC=CC=C1)NC(C(=O)OC)C(C)(C)NC(=O)OC(C)(C)C